potassium 3-carbamoyl-1-(cyclobutylmethyl)-1H-pyrazole-4-carboxylate C(N)(=O)C1=NN(C=C1C(=O)[O-])CC1CCC1.[K+]